CS(=O)(=O)O[C@@H]1C[C@@H](C1)NC(=O)OC(C)(C)C (cis)-3-((tert-butoxycarbonyl)amino)cyclobutyl methanesulfonate